CN1CCN(CC1)CC1OCC(C(C1O)O)NC1=NC(=CN=C1)C(F)(F)F 2-((4-methylpiperazin-1-yl)methyl)-5-((6-(trifluoromethyl)pyrazin-2-yl)amino)tetrahydro-2H-pyran-3,4-diol